4-((1-cyclopropyl-3-(tetrahydro-2H-pyran-4-yl)-1H-pyrazol-4-yl)oxy)pyridin-2-amine C1(CC1)N1N=C(C(=C1)OC1=CC(=NC=C1)N)C1CCOCC1